O=C1N(C(C2=C(N1CCC1=CC=CC=C1)SC=C2)=O)CC(=O)O 2-[2,4-dioxo-1-(2-phenylethyl)-1H,2H,3H,4H-thieno[2,3-d]pyrimidin-3-yl]acetic acid